3-methyl-4-oxo-N-[(1R,3S)-3-{[2-(trifluoromethyl)quinolin-4-yl]amino}cyclohexyl]-3,4-dihydroquinazoline-7-carboxamide CN1C=NC2=CC(=CC=C2C1=O)C(=O)N[C@H]1C[C@H](CCC1)NC1=CC(=NC2=CC=CC=C12)C(F)(F)F